CC1=CC[C@@H](CC1)C(=C)C (1R,6R)-3-Methyl-6-prop-1-en-2-ylcyclohex-2-en